sodium 5-methyl-1,3,4-oxadiazole CC1=NN=CO1.[Na]